CC1=C2[C@H](C(=O)[C@@]3([C@H](C[C@@H]4[C@]([C@H]3[C@@H]([C@@](C2(C)C)(C[C@@H]1OC(=O)[C@@H]([C@H](C5=CC=CC=C5)NC(=O)OC(C)(C)C)O)O)OC(=O)C6=CC=CC=C6)(CO4)OC(=O)C)O)C)O The molecule is a tetracyclic diterpenoid that is paclitaxel with the N-benzyloxycarbonyl group replaced by N-tert-butoxycarbonyl, and the acetoxy group at position 10 replaced by a hydroxy group. It has a role as an antineoplastic agent, a photosensitizing agent and an antimalarial. It is a tetracyclic diterpenoid and a secondary alpha-hydroxy ketone. It derives from a hydride of a taxane.